CC=1SC(=C(N1)C)C1=NC(=NC=C1)NC1=NC=C(C=C1)N1CCN(CC1)C 4-(2,4-dimethylthiazol-5-yl)-N-(5-(4-methylpiperazin-1-yl)pyridin-2-yl)pyrimidin-2-amine